1,1-dimethylpropylphosphonic acid CC(CC)(C)P(O)(O)=O